ClC=1C=C(C=CC1Cl)C1(CN(CCC1)C(=O)OC(C)(C)C)F tert-butyl 3-(3,4-dichlorophenyl)-3-fluoro-piperidine-1-carboxylate